C(C)(C)(C)C(C(=O)O)(C)N1C(C=CC1=O)=O t-butyl-maleimidopropionic acid